C(CCCNCCCN1C(C2=CC=CC=C2C1=O)=O)NCCCN1C(C2=CC=CC=C2C1=O)=O 2,2'-((butane-1,4-diylbis(azanediyl))bis(propane-3,1-diyl))bis(isoindoline-1,3-dione)